C(CCC)C(C(=O)OCCCCCCC(=O)OCC(CO)(COC(CCCCCCOC(C(CCCCCC)CCCC)=O)=O)COC(CCCCCCOC(C(CCCCCC)CCCC)=O)=O)CCCCCC [7-[2,2-bis[7-(2-butyl octanoyl oxy) heptanoyloxymethyl]-3-hydroxy-propoxy]-7-oxo-heptyl] 2-butyloctanoate